1-amino-3,6,9,12,15-pentoxaoctadecane-18-oic acid tert-butyl ester C(C)(C)(C)OC(CCOCCOCCOCCOCCOCCN)=O